NC1=NC2=C(C=3N1N=C(N3)C=3OC=CC3)SC(N2CCN2CCN(CC2)C2=C(C=C(C=C2)O[C@H]2COC[C@@H]2O)F)=O 5-amino-3-(2-(4-(2-fluoro-4-(((3S,4S)-4-hydroxytetrahydrofuran-3-yl)oxy)phenyl)piperazin-1-yl)ethyl)-8-(furan-2-yl)thiazolo[5,4-e][1,2,4]triazolo[1,5-c]pyrimidin-2(3H)-one